N1=CC=CC(=C1)[C@@H]1N(C)CCC1 |r| (R) and (S)-nicotine